ClC=1C(=C(C=CC1Cl)NC1=NC=NC2=CC(=C(C=C12)OC1CC(C1)NC(C#CC)=O)OC)F N-(3-((4-((3,4-dichloro-2-fluorophenyl)amino)-7-methoxyquinazolin-6-yl)oxy)cyclobutyl)but-2-ynamide